C(C)OC(=O)C=1C=C(C=C2C1N=C(S2)C[C@@H]([C@H](O)C2=CC(=C(C(=C2)OC)C)OC)OC2CCCC2)NC 2-[(2s,3r)-2-(cyclopentyloxy)-3-(3,5-dimethoxy-4-methyl-phenyl)-3-hydroxy-propyl]-6-(methylamino)-1,3-benzothiazole-4-carboxylic acid ethyl ester